C(C)OC(=O)C=1C=C2C(=CN=CC2=CC1)N1C(NC2=C(C1=O)SC(=C2)C2=C(C=CC(=C2)OC)Cl)=O 4-[6-(2-Chloro-5-methoxy-phenyl)-2,4-dioxo-1H-thieno[3,2-d]pyrimidin-3-yl]isoquinoline-6-carboxylic acid ethyl ester